4-[3-(methylsulfanyl)phenyl]-1-propylpyridin-1-ium iodide [I-].CSC=1C=C(C=CC1)C1=CC=[N+](C=C1)CCC